N-[5-[3-[(3-chloro-4-fluorophenyl)sulfamoyl]-4-methoxy-phenyl]-4-methyl-thiazol-2-yl]-2-cyclopentyl-acetamide ClC=1C=C(C=CC1F)NS(=O)(=O)C=1C=C(C=CC1OC)C1=C(N=C(S1)NC(CC1CCCC1)=O)C